ClC1=CC(=C(C=C1)[C@H]1C[C@@H]2[C@H](N(OC2(C)C)C(C)C)[C@H](C1)C)C |r| rac-(3ar,5r,7s,7ar)-5-(4-chloro-2-methylphenyl)-1-isopropyl-3,3,7-trimethyloctahydrobenzo[c]isoxazole